(5-Methyl-2-(2-(4-methylpiperazin-1-yl)ethoxy)benzyl)benzonitrile CC=1C=CC(=C(CC2=C(C#N)C=CC=C2)C1)OCCN1CCN(CC1)C